4-[3-(2,6-Dichloro-4-morpholin-4-ylbenzoyl)-2,4-dihydro-1,3-benzoxazin-8-yl]-2-methyl-6-morpholin-4-ylbenzoic acid ClC1=C(C(=O)N2COC3=C(C2)C=CC=C3C3=CC(=C(C(=O)O)C(=C3)N3CCOCC3)C)C(=CC(=C1)N1CCOCC1)Cl